CC=1C(=NC=CC1Cl)N methyl-4-chloro-2-aminopyridine